ClC1=C(C=CC=C1C1=C(C(=NC=C1)C1=CC(=C(C=C1)CN1CC2(C1)CNC(C2)=O)OC)Cl)NC(=O)C=2C(N(C(N(C2)C)=O)C)=O N-(2-chloro-3-(3-chloro-2-(3-methoxy-4-((7-oxo-2,6-diazaspiro[3.4]octan-2-yl)methyl)phenyl)pyridin-4-yl)phenyl)-1,3-dimethyl-2,4-dioxo-1,2,3,4-tetrahydropyrimidine-5-carboxamide